3-bromo-N-(4-(pyridin-2-yl)benzyl)-1H-1,2,4-triazol-5-amine BrC1=NNC(=N1)NCC1=CC=C(C=C1)C1=NC=CC=C1